C1CCC2=NC3=C(C(=C21)NC(=O)N=S(=O)(N)C=2C(=NC(=CC2)C(C)(C)O)C)CCC3 N'-((1,2,3,5,6,7-hexahydrodicyclopenta[b,e]pyridin-8-yl)carbamoyl)-6-(2-hydroxypropan-2-yl)-2-methylpyridine-3-sulfonimidamide